N1C(=NC2=C1C=CC=C2)C2=C(C=1C3C(C(OC1C=C2CCCCC)(C)C)CCC(=C3)C)O 2-(1H-benzo[d]imidazol-2-yl)-6,6,9-trimethyl-3-pentyl-6a,7,8,10a-tetrahydro-6H-benzo[c]chromen-1-ol